OC1=C(C=C(C=C1)C1=CC=C(S1)C(N)=S)OC 5-(4-hydroxy-3-methoxyphenyl)thiophene-2-thiocarboxamide